phenylsulfonyl tertiary butyl disulfide C(C)(C)(C)SSS(=O)(=O)C1=CC=CC=C1